5-fluoro-1H-pyrazolo[3,4-b]pyridin-3-amine FC=1C=C2C(=NC1)NN=C2N